uridylyladenosine C1=CN(C(=O)NC1=O)[C@H]2[C@@H]([C@@H]([C@H](O2)CO)OP(=O)(O)OC[C@@H]3[C@H]([C@H]([C@@H](O3)N4C=NC5=C(N=CN=C54)N)O)O)O